[Na].C(C)(C)[SiH2]N[Si](C)(C)C (iso-propyl)(trimethylsilyl)aminosilane sodium